N[C@](C(=O)OC(C)C)(CC(C)(C)C)C1=CC(=C(C=C1)C#C)F isopropyl (R)-2-amino-2-(4-ethynyl-3-fluorophenyl)-4,4-dimethylpentanoate